1-[7-fluoro-1-methyl-6-[1-(4-piperidylmethyl)-4-piperidyl]indazol-3-yl]hexahydropyrimidine-2,4-dione FC=1C(=CC=C2C(=NN(C12)C)N1C(NC(CC1)=O)=O)C1CCN(CC1)CC1CCNCC1